9H-Fluoren-9-yl (S)-N-benzyl-P-(2-methoxyphenyl)phosphonamidate C(C1=CC=CC=C1)N[P@](OC1C2=CC=CC=C2C=2C=CC=CC12)(=O)C1=C(C=CC=C1)OC